C12CN(CC(CC1)O2)C(=O)C2=CC1=C(C=N2)C(=NN1CC(F)(F)F)Br (8-oxa-3-azabicyclo[3.2.1]octan-3-yl)(3-bromo-1-(2,2,2-trifluoroethyl)-1H-pyrazolo[4,3-c]pyridin-6-yl)methanone